ClC=1C=CC=2N=C(N=C(C2N1)N)C 6-chloro-2-methylpyrido[3,2-d]pyrimidin-4-amine